4-(4-aminophenyl)-6-methylisoxazolo[5,4-b]pyridin-3-amine NC1=CC=C(C=C1)C1=C2C(=NC(=C1)C)ON=C2N